4,6-dichloro-5-fluoro-2-pyridin-4-yl-pyrimidine ClC1=NC(=NC(=C1F)Cl)C1=CC=NC=C1